(R)-N-(4-(1H-pyrazol-1-yl)phenyl)-3-aminopiperidine-1-carboxamide N1(N=CC=C1)C1=CC=C(C=C1)NC(=O)N1C[C@@H](CCC1)N